N-cyclohexyl-2-benzothiazolyl-sulfinamide C1(CCCCC1)NS(=O)C=1SC2=C(N1)C=CC=C2